4-(ETHYLTHIO)BENZALDEHYDE C(C)SC1=CC=C(C=O)C=C1